1-Benzyl-N-((1,2,3,5,6,7-hexahydro-s-indacen-4-yl)carbamoyl)-1H-pyrazole-3-sulfonamide C(C1=CC=CC=C1)N1N=C(C=C1)S(=O)(=O)NC(NC1=C2CCCC2=CC=2CCCC12)=O